FC1=NN(C2=CC(=CC(=C12)NC=1NCC(CN1)F)C(=O)O)C1OCCCC1 3-fluoro-4-((5-fluoro-1,4,5,6-tetrahydropyrimidin-2-yl)amino)-1-(tetrahydropyran-2-yl)-1H-indazole-6-carboxylic acid